COCCOC1=C(C=CC=C1)B(O)O 2-(2-methoxyethoxy)phenylboronic acid